(S)-N-((S)-1-cyclohexyl-2-(6-(4-fluorobenzyl)-5-oxo-2,3,4,5-tetrahydro-1H-pyrrolo[3,2-b]pyridin-1-yl)-2-oxoethyl)-2-(methylamino)propanamide C1(CCCCC1)[C@@H](C(=O)N1CCC=2NC(C(=CC21)CC2=CC=C(C=C2)F)=O)NC([C@H](C)NC)=O